CC(C)(C(CC=C)C)O 2,3-dimethyl-2-hydroxy-5-hexene